C(C)OC(=O)NC1=C(C(=O)[O-])C=CC=N1 (ethoxycarbonyl)aminonicotinate